OCCN(CCCCCCCC(=O)OC(CCCCCCCC)CCCCCCCC)CCCCCCOC(=O)OCC#CCCCCCC heptadecan-9-yl 8-((2-hydroxyethyl)(6-(((non-2-yn-1-yloxy)carbonyl)oxy)hexyl)amino)octanoate